2,4-difluoro-N-(2-methoxy-5-(4-(4-(2-(methoxymethyl)acryloyl)piperazin-1-yl)quinazolin-6-yl)pyridin-3-yl)benzenesulfonamide FC1=C(C=CC(=C1)F)S(=O)(=O)NC=1C(=NC=C(C1)C=1C=C2C(=NC=NC2=CC1)N1CCN(CC1)C(C(=C)COC)=O)OC